ClCC1=NOC(=N1)C1=CC(=C(C=C1)F)CC 3-(chloromethyl)-5-(3-ethyl-4-fluorophenyl)-1,2,4-oxadiazole